N-(beta-aminoethyl)diethanolamine NCCN(CCO)CCO